1-[8-(3,8-Diazabicyclo[3.2.1]octan-3-yl)imidazo[1,2-a]pyridin-3-yl]hexahydropyrimidine-2,4-dione C12CN(CC(CC1)N2)C=2C=1N(C=CC2)C(=CN1)N1C(NC(CC1)=O)=O